2-((1-(2-cyano-7-methyl-3-(2-oxo-[1,4'-bipiperidin]-1'-yl)quinoxalin-5-yl)ethyl)amino)benzoic acid C(#N)C1=NC2=CC(=CC(=C2N=C1N1CCC(CC1)N1C(CCCC1)=O)C(C)NC1=C(C(=O)O)C=CC=C1)C